C[Si](C)(C)C#CC1=CC2=CC=C(C(=C2C=C1)C=1C(=CC=C2C=C(C=CC12)C#C[Si](C)(C)C)N)N 6,6'-bis((trimethylsilyl)ethynyl)-[1,1'-binaphthyl]-2,2'-diamine